N-(4-Cyano-3-(2-(dimethylamino)ethoxy)phenyl)-6-(2-methoxy-4-(5-methyl-1,2,4-oxadiazol-3-yl)phenyl)nicotinamid C(#N)C1=C(C=C(C=C1)NC(C1=CN=C(C=C1)C1=C(C=C(C=C1)C1=NOC(=N1)C)OC)=O)OCCN(C)C